(1-(2,4,6-trimethylanilino)ethyl)-6-(1-(2,4-bis-benzhydryl-6-cyclooctylanilino)ethyl)pyridinium iron chloride [Fe](Cl)Cl.CC1=C(NC(C)[N+]2=CC=CC=C2C(C)NC2=C(C=C(C=C2C2CCCCCCC2)C(C2=CC=CC=C2)C2=CC=CC=C2)C(C2=CC=CC=C2)C2=CC=CC=C2)C(=CC(=C1)C)C